[AlH4-].[Li+].OCC1CC2=C(C(=NC(=C2)OCCNC(OC(C)(C)C)=O)C)C1 tert-Butyl N-[2-[[6-(hydroxymethyl)-1-methyl-6,7-dihydro-5H-cyclopenta[c]pyridin-3-yl]oxy]ethyl]carbamate Lithium aluminium hydride